(3R,5R)-N-{6,7-dimethoxy-1H,2H,3H-cyclopenta[b]quinolin-9-yl}-5-methylpiperidin-3-amine COC=1C(=CC=2C(=C3C(=NC2C1)CCC3)N[C@H]3CNC[C@@H](C3)C)OC